tetramethyltetrakis(trifluoropropyl)cyclotrisiloxane CC(C([Si]1(O[SiH2]O[Si](O1)(CCC(F)(F)F)CCC(F)(F)F)CCC(F)(F)F)(C)C)(C(F)(F)F)C